COC1=C(C=CC(=C1)C2=[O+]C3=CC(=CC(=C3C=C2O)O)O)O.[Cl-] The molecule is an anthocyanidin chloride that has peonidin as the cationic component. It has a role as a metabolite, an antineoplastic agent, an apoptosis inducer and an antioxidant. It contains a peonidin.